C1CC12CCN(CC2)C=2C(=NC=C(C2)S(=O)(=N)C2CC2)C(=O)NC2=NC(=NC(=C2)C)N2CCC(CC2)(F)F 3-(6-Azaspiro[2.5]octan-6-yl)-5-(S-cyclopropylsulfonimidoyl)-N-(2-(4,4-difluoro-1-piperidinyl)-6-methyl-4-pyrimidinyl)-2-pyridincarboxamid